5-chloro-3-(methylamino)-2-((2-(trimethylsilyl)ethoxy)methyl)-2H-pyrazolo[4,3-b]pyridine-7-carbaldehyde ClC=1C=C(C=2C(N1)=C(N(N2)COCC[Si](C)(C)C)NC)C=O